N-(4-chloro-2,5-dimethoxyphenyl)-3-hydroxy-4-((2-methoxy-5-((phenylamino)carbonyl)phenyl)azo)naphthalene-2-carboxamide ClC1=CC(=C(C=C1OC)NC(=O)C1=CC2=CC=CC=C2C(=C1O)N=NC1=C(C=CC(=C1)C(=O)NC1=CC=CC=C1)OC)OC